5-fluoro-4-(2-hydroxypropan-2-yl)-6-methylpyrimidine FC=1C(=NC=NC1C)C(C)(C)O